C1(=CC=CC=2CCCCC12)C=O 5,6,7,8-tetrahydro-naphthal